N-{2-[2-(2-methoxyethoxy)ethoxy]pyridin-4-yl}-17-methylmorphinan-3-amine hydrochloride salt Cl.COCCOCCOC1=NC=CC(=C1)NC=1C=CC=2C[C@@H]3[C@@H]4CCCC[C@@]4(C2C1)CCN3C